CC(C(N1CCN(CC1)C(NC1=NC(N(C=C1)C1=CC=C(C=C1)OCC(C)=O)=O)=O)=O)(C)NC(OC(C)(C)C)=O t-Butyl (2-methyl-1-oxo-1-(4-((2-oxo-1-(4-(2-oxopropoxy)phenyl)-1,2-dihydropyrimidin-4-yl)carbamoyl)piperazin-1-yl)propan-2-yl)carbamate